4-(THIAZOLINE-3-CARBONYL)PHENYLBORONIC ACID S1CN(C=C1)C(=O)C1=CC=C(C=C1)B(O)O